[Si](C1=CC=CC=C1)(C1=CC=CC=C1)(C(C)(C)C)OCC(CN1N=NN=C1SC1=C(C(=O)NC2=NC=C(C=C2F)C(C(C(F)(F)F)(F)F)(F)F)C=C(C=C1)[N+](=O)[O-])(F)F 2-[(1-{3-[(tert-butyldiphenylsilyl)oxy]-2,2-difluoropropyl}-1H-1,2,3,4-tetrazol-5-yl)sulfanyl]-N-[3-fluoro-5-(1,1,2,2,3,3,3-heptafluoropropyl)pyridin-2-yl]-5-nitrobenzamide